Cis-7-cyclobutoxy-N-(1-(2-fluorocyclopropyl)-2-oxo-1,2-dihydropyridin-3-yl)-2-(1-methyl-2-oxabicyclo[2.1.1]hexan-4-yl)imidazo[1,2-a]pyridine-6-carboxamide C1(CCC1)OC1=CC=2N(C=C1C(=O)NC=1C(N(C=CC1)C1C(C1)F)=O)C=C(N2)[C@@]21CO[C@@](C2)(C1)C